N-E-(t-butoxycarbonyl)-L-lysine C(C)(C)(C)OC(=O)N[C@@H](CCCCN)C(=O)O